CC1=CC=CC=2N(C(=NC21)CN2CCC(CC2)C2=CC=CC=1OC(OC12)(C)C1=C(C=C(C=C1)C#N)F)C[C@H]1OCC1 methyl-2-({4-[2-(4-cyano-2-fluorophenyl)-2-methyl-1,3-benzodioxol-4-yl]piperidin-1-yl}methyl)-1-[(2S)-oxetan-2-ylmethyl]-1H-benzimidazole